9H-fluorene-2,7-dicarboxamide C1=C(C=CC=2C3=CC=C(C=C3CC12)C(=O)N)C(=O)N